ClC=1C(=CC(=C(C(=O)NC=2C=NNC(C2)=O)C1)OC1=C(C=C(C=C1)F)C(C)C)C(F)(F)F 5-Chloro-2-(4-fluoro-2-isopropylphenoxy)-N-(6-oxo-1,6-dihydropyridazin-4-yl)-4-(trifluoromethyl)benzamide